CC1=CC=C(C=C1)S(=O)(=O)O.CN1CN(C=C1)CCCCCCS(=O)C 1-methyl-3-[6-(methylsulfinyl)hexyl]imidazole p-toluenesulfonate